3-(1-Cyclobutylethyl)-1H-pyrazole-5-carboxylic acid methyl ester COC(=O)C1=CC(=NN1)C(C)C1CCC1